C(CCCCCCCCCCC)(=O)O.C(CCCCCCCCCCC)N[C@@H](CCCNC(N)=N)C(=O)O laurylarginine laurate